CN1C(NC=C([C@H]2[C@H](O)[C@H](O)[C@@H](CO)O2)C1=O)=O N3-methylpseudouridine